C(CCC)C1N(C1)C(CC(=O)[O-])(N1C(C1)CCCC)N1C(C1)CCCC tris[2-butyl-(1-aziridinyl)]propionate